O1CCC1C1=CC=C(C=C1)O 4-(oxetan-4-yl)phenol